4-phenyltrifluoroacetyl-benzene C1(=CC=CC=C1)C1=CC=C(C=C1)C(C(F)(F)F)=O